(E)-N-(5-(2-(4,4-difluorocyclohexyl)vinyl)-2-fluoro-6-methoxypyridin-3-yl)methanesulfonamide FC1(CCC(CC1)/C=C/C=1C=C(C(=NC1OC)F)NS(=O)(=O)C)F